The molecule is a leukotriene anion obtained by deprotonation of the three carboxy groups and protonation of the glutathionyl alpha-amino group of 11,12-dihydro-12-oxoleukotriene C4; major species at pH 7.3. It is a leukotriene anion and a tricarboxylic acid dianion. It is a conjugate base of an 11,12-dihydro-12-oxoleukotriene C4. CCCCC/C=C\\CC(=O)C/C=C/C=C/[C@H]([C@H](CCCC(=O)[O-])O)SC[C@@H](C(=O)NCC(=O)[O-])NC(=O)CC[C@@H](C(=O)[O-])[NH3+]